FC(C=1C=C(C=CC1)C=1C=CC2=C(N(C=N2)C/C=C/[C@H]2NCCC[C@@H]2O)C1)(F)F (2R,3S)-2-((E)-3-(6-(3-(trifluoromethyl)phenyl)-1H-benzo[d]imidazol-1-yl)prop-1-enyl)piperidin-3-ol